CN1CCC2(CN(C2)C2=NC3=C(N2C(=O)NCCC#CC2=CC=CC=C2)C=CC=C3)CC1 (7-Methyl-2,7-diazaspiro[3.5]nonan-2-yl)-N-(4-phenylbut-3-yn-1-yl)-1H-benzo[d]imidazole-1-carboxamide